N-((3R,4S)-3-fluoro-1-methylpiperidin-4-yl)-4-methoxy-5-(pyrazolo[1,5-a]pyridin-5-yl)pyrrolo[2,1-f][1,2,4]triazin-2-amine F[C@@H]1CN(CC[C@@H]1NC1=NN2C(C(=N1)OC)=C(C=C2)C2=CC=1N(C=C2)N=CC1)C